Tert-butyl 4-({1-[2-(2,6-dioxopiperidin-3-yl)-1,3-dioxo-2,3-dihydro-1H-isoindol-5-yl]piperidin-4-yl}carbamoyl)benzoate O=C1NC(CCC1N1C(C2=CC=C(C=C2C1=O)N1CCC(CC1)NC(=O)C1=CC=C(C(=O)OC(C)(C)C)C=C1)=O)=O